COC(=O)C1=C(NC(=C1S(NC1=CC(=C(C=C1)Cl)C(F)(F)F)(=O)=O)C)C.C[Si](CCOCN1N=C(C=C1)CSC)(C)C trimethyl-[2-[[3-(methylsulfanylmethyl)pyrazol-1-yl]methoxy]ethyl]silane Methyl-4-(N-(4-chloro-3-(trifluoromethyl)phenyl)sulfamoyl)-2,5-dimethyl-1H-pyrrole-3-carboxylate